(S)-4-(8-amino-3-(1-(2-chloropyrimidine-4-carbonyl)pyrrolidin-2-yl)imidazo[1,5-a]pyrazin-1-yl)-2-methoxy-N-(pyridin-2-yl)benzamide NC=1C=2N(C=CN1)C(=NC2C2=CC(=C(C(=O)NC1=NC=CC=C1)C=C2)OC)[C@H]2N(CCC2)C(=O)C2=NC(=NC=C2)Cl